isopropyl 3,4-dicarboxy-α-cyanocinnamate C(=O)(O)C=1C=C(C=C(C(=O)OC(C)C)C#N)C=CC1C(=O)O